BrC=1C=C(C(=O)OC)C=CC1F methyl 3-bromo-4-fluorobenzoate